ClC=1C(=NNC1)C1=NC(=NC=C1C(F)(F)F)N[C@@H]1CC[C@H](CC1)N(C(=O)N1CC(C1)F)C1=NC=C(N=C1)C=1C=NC(=NC1)OC N-(trans-4-((4-(4-chloro-1H-pyrazol-3-yl)-5-(trifluoro-methyl)pyrimidin-2-yl)amino)cyclohexyl)-3-fluoro-N-(5-(2-methoxypyrimidin-5-yl)pyrazin-2-yl)azetidine-1-carboxamide